(3S)-N-(1-Methoxypropan-2-yl)-N-methylpyrrolidin-3-amine COCC(C)N([C@@H]1CNCC1)C